ClC1=C(C=C(C=C1)C=1C=NN(C1)C1=C(C(=NN1C)OS(=O)(=O)C(C(F)(F)F)(C(F)(F)F)F)C(F)(F)F)C(N(COC)C1(CC1)C#N)=O [5-[4-[4-chloro-3-[(1-cyanocyclopropyl)-(methoxymethyl)carbamoyl] phenyl]pyrazol-1-yl]-1-methyl-4-(trifluoromethyl)pyrazol-3-yl]1,1,1,2,3,3,3-heptafluoropropane-2-sulfonate